norbornen-2,6-diol C12C(=CC(CC1O)C2)O